NC1=C(C(=O)C2=C(C=CC=C2)F)C=CC=C1 2-amino-2'-fluorobenzophenone